tert-butyl 4-[2-[4-[2-[6-methyl-7-oxo-1-(p-tolylsulfonyl)pyrrolo[2,3-c]pyridin-4-yl]-4-methylsulfonyl-phenoxy]phenyl]ethyl]piperidine-1-carboxylate CN1C(C2=C(C(=C1)C1=C(OC3=CC=C(C=C3)CCC3CCN(CC3)C(=O)OC(C)(C)C)C=CC(=C1)S(=O)(=O)C)C=CN2S(=O)(=O)C2=CC=C(C=C2)C)=O